N-[1-[1-(2,2-dimethylpropyl)-5-fluoro-6-[3-(trifluoromethyl)-2-pyridyl]indol-3-yl]ethyl]cyclopropanesulfonamide CC(CN1C=C(C2=CC(=C(C=C12)C1=NC=CC=C1C(F)(F)F)F)C(C)NS(=O)(=O)C1CC1)(C)C